C(C)(C)(C)OC(NCC1CCC(CC1)NC(=O)C1=NC(=NC(=C1)C)N1C=NC=C1)=O (((1r,4r)-4-(2-(1H-imidazol-1-yl)-6-methyl-pyrimidine-4-carboxamido)cyclohexyl)methyl)carbamic acid tert-butyl ester